ClC=1C(=C(C(=C(C1)[C@H]1[C@H](O[C@@]([C@H]1C)(C(F)(F)F)C)C(=O)NC1=CC(=NC=C1)C(=O)N)OC)F)F 4-[[(2S,3S,4S,5S)-3-(5-chloro-3,4-difluoro-2-methoxy-phenyl)-4,5-dimethyl-5-(trifluoromethyl)tetrahydrofuran-2-carbonyl]amino]pyridine-2-carboxamide